[Si](C1=CC=CC=C1)(C1=CC=CC=C1)(C(C)(C)C)OCCCCCC(=O)N[C@H](C(=O)N1[C@@H](C[C@H](C1)O)C(=O)NCC1=CC=C(C=C1)C1=C(N=CS1)C)C(C)(C)C (2S,4R)-1-((S)-2-(6-((tert-butyldiphenylsilyl)oxy)hexanamido)-3,3-dimethylbutanoyl)-4-hydroxy-N-(4-(4-methylthiazol-5-yl)benzyl)pyrrolidine-2-carboxamide